ClCCNC(=O)C(=O)NCCCl N,N'-bis(chloroethyl)oxamide